The molecule is the L-enantiomer of isoleucinate. It has a role as an Escherichia coli metabolite, a Saccharomyces cerevisiae metabolite and a plant metabolite. It is an isoleucinate and a L-alpha-amino acid anion. It is a conjugate base of a L-isoleucine. It is an enantiomer of a D-isoleucinate. CC[C@H](C)[C@@H](C(=O)[O-])N